N1(CCOCC1)C1=NC2=C(N=CC=C2C(=C1)S(=O)C1=CC=CC=C1)C1=CC=NN1 2-(morpholin-4-yl)-4-(phenylsulfinyl)-8-(1H-pyrazol-5-yl)-1,7-naphthyridine